3-(5-methyl-1,3-thiazol-2-yl)-5-[(3R)-tetrahydro-furan-3-yloxy]-N-{(1R)-1-[5-(trifluoromethyl)pyrazin-2-yl]ethyl}benzamide CC1=CN=C(S1)C=1C=C(C(=O)N[C@H](C)C2=NC=C(N=C2)C(F)(F)F)C=C(C1)O[C@H]1COCC1